BrC1=C(C(=C(C(=C1F)N1N=CC=C1)NC(=O)C1(CC1)C)F)C N-(4-bromo-2,5-difluoro-3-methyl-6-pyrazol-1-yl-phenyl)-1-methyl-cyclopropanecarboxamide